N2-{[1-({3,4-difluoro-2-[(2-fluoro-4-iodophenyl)amino]Phenyl}carbonyl)-3-hydroxyazetidin-3-yl]Methyl}-N-ethyl-2-methyl-alaninamide acetate C(C)(=O)O.FC=1C(=C(C=CC1F)C(=O)N1CC(C1)(O)CNC(C)(C(=O)NCC)C)NC1=C(C=C(C=C1)I)F